4-[1-(4-Fluorophenyl)cyclopropyl]piperazine FC1=CC=C(C=C1)C1(CC1)N1CCNCC1